N1C(=NCC1)C=1C=C(C=CC1)O 3-(4,5-dihydro-1H-imidazol-2-yl)phenol